C1(CC1)C1=NN(C2=NC(=NC=C21)C=2C(=NC=CC2)C(C)C)CC2=CC=C(C=C2)C=2N(C=C(N2)C(F)(F)F)C 3-cyclopropyl-6-(2-isopropylpyridin-3-yl)-1-(4-(1-methyl-4-(trifluoromethyl)-1H-imidazol-2-yl)benzyl)-1H-pyrazolo[3,4-d]pyrimidine